C(C)(C)C1=C(C(=CC(=C1)OC1=CC=CC=C1)C(C)C)N=C=S 2,6-diisopropyl-4-phenoxyphenyl isothiocyanate